C1(CCC1)CN(C(OC(C)(C)C)=O)[C@H]1CN(CCC1)C=1C=NC(=CC1)C(C)(C1=CN=C(S1)C1=C2C=NN(C2=CC(=C1)OC)C1OCCCC1)O tert-butyl (cyclobutylmethyl)((3R)-1-(6-(1-hydroxy-1-(2-(6-methoxy-1-(tetrahydro-2H-pyran-2-yl)-1H-indazol-4-yl)thiazol-5-yl)ethyl)pyridin-3-yl)piperidin-3-yl)carbamate